OC1(CCCC=2C=CC=NC12)C 8-hydroxy-8-methyl-5,6,7,8-tetrahydroquinolin